4-methoxy-9-(4-methoxyphenyl)-9H-xanthene COC1=CC=CC=2C(C3=CC=CC=C3OC12)C1=CC=C(C=C1)OC